OC1CC(NC1)C(=O)N[C@@H](CO)C1=CC=C(C=C1)C1=NC=CN=C1C 4-hydroxy-N-((R)-2-hydroxy-1-(4-(3-methylpyrazin-2-yl)phenyl)ethyl)pyrrolidine-2-carboxamide